ClC=1C=C2C(=CC(=NC2=CC1)C(F)(F)F)NC1CCC(CC1)NC(=O)C1=NN2C(C=CC=C2)=C1 N-[(1s,4s)-4-{[6-chloro-2-(trifluoromethyl)quinolin-4-yl]amino}cyclohexyl]pyrazolo[1,5-a]pyridine-2-carboxamide